11-(tert-Butoxy)-11-oxoundecanoic acid C(C)(C)(C)OC(CCCCCCCCCC(=O)O)=O